methyl 1-hydroxy-6-methoxy-3-(3-methylthiophenyl)-1,3-dihydrobenzo[c][1,2]oxaborole-3-carboxylate OB1OC(C2=C1C=C(C=C2)OC)(C(=O)OC)C2=CC(=CC=C2)SC